C(C=C)(=O)O.C(C=C)(=O)O.CCCCCCCCCCCC dodecane diacrylate